CN(C/C=C/C(=O)N(C)[C@H](C(=O)NCCC=1C=C(C=CC1)NC=1C(=NC(=C(N1)N(C)C(C)C)CC)C(=O)N)C)C (S,E)-3-((3-(2-(2-(4-(dimethylamino)-N-methylbut-2-enamido)propanamido)ethyl)phenyl)amino)-6-ethyl-5-(isopropyl(methyl)amino)pyrazine-2-carboxamide